NC(C(=O)NC1=NC=CC(=C1)CC1=CC(N(C=C1)C)=O)C1CCC(CC1)(F)F 2-amino-2-(4,4-difluorocyclohexyl)-N-(4-((1-methyl-2-oxo-1,2-dihydropyridin-4-yl)methyl)pyridin-2-yl)acetamide